ClC=1C=C2C(=NC(N(C2=CC1C1=C2C=NNC2=CC=C1C)C1=C(C=CC=C1)C(C)C)=O)N1[C@H](CN(CC1)C(C=C)=O)C 6-chloro-7-(5-methyl-1H-indazol-4-yl)-4-((2S)-2-methyl-4-(2-propenoyl)-1-piperazinyl)-1-(2-(2-propanyl)-phenyl)-2(1H)-quinazolinone